N1(CCC1)C1=CC(=NC2=CC(=CC=C12)NCC=1N=C2N(C=C(C=C2N2C(N(C(C2)=O)C)=O)C2CC2)C1)[C@@H]1[C@H](C1)C1=NC=CC(=N1)C 1-(2-(((4-(azetidin-1-yl)-2-((1S,2S)-2-(4-methylpyrimidin-2-yl)cyclopropyl)quinolin-7-yl)amino)methyl)-6-cyclopropylimidazo[1,2-a]pyridin-8-yl)-3-methylimidazolidine-2,4-dione